2-(6-([1,1'-biphenyl]-4-yl)-8-phenyldibenzo[b,d]thiophen-4-yl)-4,4,5,5-tetramethyl-1,3,2-dioxaborolan C1(=CC=C(C=C1)C1=CC(=CC=2C3=C(SC21)C(=CC=C3)B3OC(C(O3)(C)C)(C)C)C3=CC=CC=C3)C3=CC=CC=C3